C(C=C)(=O)OCCC(=O)O 3-(prop-2-enoyloxy)propionic acid